1H-imidazo[1,5-b]pyrazole N1N2C(C=C1)=CN=C2